C(CCCC\C=C\C\C=C\CCCCCCCC)N(C(CC(=O)O)C)CCCCC\C=C\C\C=C\CCCCCCCC 3-(di((6E,9E)-octadeca-6,9-dien-1-yl)amino)butanoic acid